O=C(CCCCC(=O)O)OCCCCCCCCCCC 6-oxo-6-undecoxy-hexanoic acid